N[C@@H](C(=O)OCCN1CCOCC1)CNC(C1=CC(=CC(=C1)F)CC)=O (R)-2-morpholinoethyl 2-amino-3-(3-ethyl-5-fluorobenzamido)propanoate